2-((1-(2-azabicyclo[2.2.1]heptan-5-yl)-1H-pyrazol-4-yl)amino)-6-methyl-4-(1-methylcyclopropylamino)pyridin C12NCC(C(C1)N1N=CC(=C1)NC1=NC(=CC(=C1)NC1(CC1)C)C)C2